CC1=C(C(=C(C(=C1CC1=CC(=C(C(=C1)C(C)(C)C)O)C(C)(C)C)C)CC1=CC(=C(C(=C1)C(C)(C)C)O)C(C)(C)C)C)CC1=CC(=C(C(=C1)C(C)(C)C)O)C(C)(C)C 1,3,5-trimethyl-2,4,6-tris(3',5'-di-t-butyl-4'-hydroxybenzyl)benzene